FC1=CC2=C(N(C(=N2)C2=NON=C2C)CC=2N=NC=CC2)C(=C1)F 3-(5,7-difluoro-1-(pyridazin-3-ylmethyl)-benzoimidazol-2-yl)-4-methyl-1,2,5-oxadiazole